3-(benzoylmethylamino)-2-fluoro-N-[2-iodo-4-[1,2,2,2-tetrafluoro-1-(trifluoromethyl)ethyl]-6-(trifluoromethyl)phenyl]-benzamide C(C1=CC=CC=C1)(=O)N(C=1C(=C(C(=O)NC2=C(C=C(C=C2C(F)(F)F)C(C(F)(F)F)(C(F)(F)F)F)I)C=CC1)F)C